C(#N)CC(=O)N1CC(C(=CC1)C1=C2C(=NC(=C1)NC(=O)C1CC1)NC=C2)C N-(4-(1-(2-cyanoacetyl)-3-methyl-1,2,3,6-tetrahydropyridin-4-yl)-1H-pyrrolo[2,3-b]pyridin-6-yl)Cyclopropanecarboxamide